(11S,13S)-17-(2-hydroxypropan-2-yl)-13-methyl-7,8,9,11,12,13,14,15,16,17-decahydro-6H-cyclopenta[a]phenanthrene-3,11-diol OC(C)(C)C1CCC2C3CCC=4C=C(C=CC4C3[C@H](C[C@]12C)O)O